Tert-Butyl 3,3-Dimethyl-2-Oxoindoline-1-Carboxylate CC1(C(N(C2=CC=CC=C12)C(=O)OC(C)(C)C)=O)C